6-((3-aminopyrazin-2-yl)methyl)-N-(3-fluoro-5-(trifluoromethyl)phenyl)-4,5,6,7-tetrahydrothieno[2,3-c]pyridine-3-carboxamide NC=1C(=NC=CN1)CN1CC2=C(CC1)C(=CS2)C(=O)NC2=CC(=CC(=C2)C(F)(F)F)F